(3,4-dihydroxyphenethyl) beta-D-glucopyranoside O([C@H]1[C@H](O)[C@@H](O)[C@H](O)[C@H](O1)CO)CCC1=CC(=C(C=C1)O)O